(2S,3S,4R,5R)-6-{2-[(2E)-3,7-dimethylocta-2,6-dien-1-yl]-3-hydroxy-5-(3-methylpentyl)phenoxy}-5-(hydroxymethyl)oxane-2,3,4-triol C\C(=C/CC1=C(OC2[C@@H]([C@H]([C@@H]([C@H](O2)O)O)O)CO)C=C(C=C1O)CCC(CC)C)\CCC=C(C)C